2-(3,6-dichloro-1,2,4-triazin-5-yl)-7-((4-(pyridin-2-yl)piperazin-1-yl)methyl)-2-azaspiro[3.5]nonane ClC=1N=NC(=C(N1)N1CC2(C1)CCC(CC2)CN2CCN(CC2)C2=NC=CC=C2)Cl